N(=[N+]=[N-])C([C@H]([C@H]([C@@H]([C@H](C=O)O)O)O)O)O 6-azido-D-glucose